4-(2-bromoethyl)-4H-1,2,4-triazole BrCCN1C=NN=C1